L-2-methoxyaniline COC1=C(N)C=CC=C1